CS(=O)(=O)OC(C)C=1SC(=NN1)C1=NC(=CN=C1)N(C)C 1-(5-(6-(dimethylamino)pyrazin-2-yl)-1,3,4-thiadiazol-2-yl)ethyl methanesulfonate